ClC=1C=C(C=C(C1)Cl)C1=C(NC(=C1C)C1=CC=CC=C1)C(=O)N 3-(3,5-Dichlorophenyl)-4-methyl-5-phenyl-1H-pyrrol-2-carboxamid